[C@H]12N(CCN[C@@H]2C1)C=1C=NC(=NC1)CC1CC12N(CCC(C2)C(=O)N)C(=O)C2=CC(=NN2)C2=CC(=NC=C2F)OC ((5-((1S,6R)-2,5-diazabicyclo[4.1.0]heptan-2-yl)pyrimidin-2-yl)methyl)-4-(3-(5-fluoro-2-methoxypyridin-4-yl)-1H-pyrazole-5-carbonyl)-4-azaspiro[2.5]octane-7-carboxamide